N1C[C@@H](CC1)C(=O)O (R)-3-pyrrolidinecarboxylic acid